FCCC=1C=C(C=CC1O)N1C(N(C(C1(C)C)=O)C1=CC(=C(C#N)C=C1)C(F)(F)F)=S 4-(3-(3-(2-Fluoroethyl)-4-hydroxyphenyl)-4,4-dimethyl-5-oxo-2-thioxoimidazolidin-1-yl)-2-(trifluoromethyl)benzonitrile